ClC(C(=O)NC1=C(C(=NC(=C1)C)Cl)C=1N(N=C(C1)F)C1OCCCC1)=C 2-chloro-N-[2-chloro-3-(5-fluoro-2-tetrahydropyran-2-yl-pyrazol-3-yl)-6-methyl-4-pyridyl]propenamide